tert-butyl 4-((2-(ethoxycarbonyl)-cyclopropyl)(hydroxy)methyl)-5-methoxy-7-methyl-1H-indole-1-carboxylate C(C)OC(=O)C1C(C1)C(C1=C2C=CN(C2=C(C=C1OC)C)C(=O)OC(C)(C)C)O